NC1=CC=C(OC2=CC=C(OC3=C(C(C)(C)C4=CC(=CC=C4)C(C4=C(C=CC=C4)OC4=CC=C(C=C4)OC4=CC=C(C=C4)N)(C)C)C=CC=C3)C=C2)C=C1 1,3-bis[4-(4-aminophenoxy)phenoxy-α,α-dimethylbenzyl]Benzene